C1(CC1)C1=NC(=CC(=C1)C1=C(C=C(C#N)C=C1)C1=NN=CN1C)C1=COC2=C(C=C(C=C2C1=O)CN1C[C@H](OCC1)C)C1CC1 (R)-4-(2-cyclopropyl-6-(8-cyclopropyl-6-((2-methylmorpholinyl)methyl)-4-oxo-4H-chromen-3-yl)pyridin-4-yl)-3-(4-methyl-4H-1,2,4-triazol-3-yl)benzonitrile